C(C)(C)[C@H]1CN(CCN1CC=1C=C2C(NCC2=C(C1)C(F)(F)F)=O)C(=O)OC(C)(C)C (S)-tert-butyl 3-isopropyl-4-((3-oxo-7-(trifluoromethyl)-isoindolin-5-yl)methyl)piperazine-1-carboxylate